P(=O)([O-])([O-])[O-].[Na+].[Na+].[Na+] Sodium phosphate salt